N1CCC(CC1)SC1=CC=C(N=N1)C1=C(C=C(C=C1)C=1C=NNC1)O 2-(6-(piperidin-4-ylsulfanyl)pyridazin-3-yl)-5-(1H-pyrazol-4-yl)phenol